ClC=1C=CC(=C2C=CC(=NC12)NC1=NC=CC(=C1)C(F)(F)F)OCCCN1CCCCC1 8-chloro-5-(3-(piperidin-1-yl)propoxy)-N-(4-(trifluoromethyl)pyridin-2-yl)quinolin-2-amine